5-oxo-2-(quinuclidine-3-carboxamido)hexanediamide O=C(CCC(C(=O)N)NC(=O)C1CN2CCC1CC2)C(=O)N